Diethylenglycol Phenyl ether C1(=CC=CC=C1)OCCOCCO